C(C)(=O)NC=1C=CC(=C(C1)B(O)O)C 5-ACETAMIDO-2-METHYLPHENYLBORONIC ACID